5-(5-(3-(pyrrolidin-3-ylmethoxy)naphthalen-2-yl)-1H-pyrazol-3-ylamino)pyrazine-2-carbonitrile N1CC(CC1)COC=1C(=CC2=CC=CC=C2C1)C1=CC(=NN1)NC=1N=CC(=NC1)C#N